C(C(O)CC(=O)[O-])(=O)O.[K+] potassium hydrogen malate